O1CC(CC1)CS(=O)(=O)NC1=CNC2=CC=C(C=C12)OCCC1=CC=C(C=C1)C(F)(F)F 1-(oxolan-3-yl)-N-(5-{2-[4-(trifluoromethyl)phenyl]ethoxy}-1H-indol-3-yl)methanesulfonamide